C(C)(C)C=1N=C(SC1C1=NC=CC=C1)CC(=O)N (4-isopropyl-5-(pyridin-2-yl)thiazol-2-yl)acetamide